2-(2-isobutylphenyl)-4-(4-methoxybenzyl)piperazin C(C(C)C)C1=C(C=CC=C1)C1NCCN(C1)CC1=CC=C(C=C1)OC